tert-butyl 4-(1-chloroethyl)-5-(2,2-difluoroethoxy)-7-methyl-1H-indole-1-carboxylate ClC(C)C1=C2C=CN(C2=C(C=C1OCC(F)F)C)C(=O)OC(C)(C)C